FC1=C2C=C(NC2=CC(=C1)F)C(=O)N1CCN(CC1)C(C(=O)NC[C@H](C)O)=O (S)-2-(4-(4,6-difluoro-1H-indole-2-carbonyl)piperazin-1-yl)-N-(2-hydroxypropyl)-2-oxoacetamide